FC=1C=C(COC2=NC(N3C(N4C(COCC4)C3)=C2)=O)C=C(C1OC=1C=NC(=NC1)C(F)(F)F)F 7-((3,5-Difluoro-4-((2-(trifluoromethyl)pyrimidin-5-yl)oxy)benzyl)oxy)-3,4,11,11a-tetrahydropyrimido[6',1':2,3]imidazo[5,1-c][1,4]oxazin-9(1H)-one